ClC=1C=C2C(N3C(=NC2=CC1Cl)[C@H]1CCCN([C@@H]1CC3)CC3=C(C=C(C=C3)Cl)Cl)=O |r| (±)-(4aR,13bS)-10,11-dichloro-4-(2,4-dichlorobenzyl)-1,2,3,4,4a,5,6,13b-octahydro-8H-[1,6]naphthyridino[5,6-b]quinazolin-8-one